C(C)N1N(C2=CC(=CC=C2C1=O)NC1=NC=C(C(=C1)N[C@H](CO)C1=CC=CC=C1)C=1OC(=NN1)C)C(C)C (S)-2-ethyl-6-((4-((2-hydroxy-1-phenylethyl)amino)-5-(5-methyl-1,3,4-oxadiazol-2-yl)pyridin-2-yl)amino)-1-isopropyl-1,2-dihydro-3H-indazol-3-one